FC1=C(C=C(C(=C1)C(F)(F)F)F)N1C=CC=C1N1C(CCC1)=O N-[2,5-difluoro-4-(trifluoromethyl)phenyl]-5-(2-oxopyrrolidin-1-yl)-1H-pyrrole